4'-{[2-(1-cyclopropyl-1H-pyrazol-3-yl)-1-(2,6-diethylphenyl)-6-hydroxy-4-oxo-1,4-dihydropyrimidin-5-yl]methyl}-2',4-difluoro-[1,1'-biphenyl]-2-carboxamide C1(CC1)N1N=C(C=C1)C=1N(C(=C(C(N1)=O)CC1=CC(=C(C=C1)C=1C(=CC(=CC1)F)C(=O)N)F)O)C1=C(C=CC=C1CC)CC